P(=O)(OC[N+]1=C(C(=CC=C1)C1=CC(=NO1)CC1=CC=C(C=C1)CC=1C=NOC1)N)(O)[O-] (2-amino-3-(3-(4-(isoxazol-4-ylmethyl)benzyl)isoxazol-5-yl)pyridin-1-ium-1-yl)methyl hydrogen phosphate